(S)-2-(4-(5-(3,5-difluorophenyl)-4,5-dihydro-1H-pyrazole-1-carbonyl)piperazin-1-yl)-5-fluoro-N-hydroxy-N-methylpyrimidine-4-carboxamide FC=1C=C(C=C(C1)F)[C@@H]1CC=NN1C(=O)N1CCN(CC1)C1=NC=C(C(=N1)C(=O)N(C)O)F